quinoline-3(2H)-carboxylate N1CC(=CC2=CC=CC=C12)C(=O)[O-]